[N+](=O)([O-])C=1C=C(C=CC1)C=1C=C2C=CC(C=3C=CC=C(C1)C32)=O 5-(3-Nitrophenyl)-1H-phenalen-1-one